NCCCNCCS(=O)(=O)[O-].[Na+] sodium N-(3-aminopropyl)-2-aminoethanesulfonate